tris(dimethylamino)n-propylcyclopentadienyl-zirconium CN(C)C(CC[Zr]C1C=CC=C1)(N(C)C)N(C)C